N'-[(2S,3R)-2-[(4'-bromo-2,3'-difluoro[1,1'-biphenyl]-3-yl)methyl]-4,4-difluoro-1-(1-hydroxycyclobutane-1-carbonyl)pyrrolidin-3-yl]-N,N-dimethylsulfuric diamide BrC1=C(C=C(C=C1)C1=C(C(=CC=C1)C[C@@H]1N(CC([C@@H]1NS(N(C)C)(=O)=O)(F)F)C(=O)C1(CCC1)O)F)F